6-sulfonaphthalene-1,4-dicarboxylic acid S(=O)(=O)(O)C=1C=C2C(=CC=C(C2=CC1)C(=O)O)C(=O)O